2-METHYLBUTYL PHENYLACETATE C1(=CC=CC=C1)CC(=O)OCC(CC)C